4-amino-N-(2,6-difluorobenzyl)-3-(2-hydroxypropan-2-yl)benzamide NC1=C(C=C(C(=O)NCC2=C(C=CC=C2F)F)C=C1)C(C)(C)O